N-1-ethyl-1-methylpropylhydroxylamine C(C)N(O)C(CC)C